(RS)-2-(4-fluorophenyl)-1-(1H-1,2,4-triazol-1-yl)-3-(trimethylsilyl)propan-2-ol FC1=CC=C(C=C1)[C@@](CN1N=CN=C1)(C[Si](C)(C)C)O |r|